C(CCCC)C1=NN=C(S1)NS([O-])(=O)=O.[Na+] Sodium N-(5-pentyl-1,3,4-thiadiazol-2-yl)sulfamate